NC=1C=C(C(=O)OC)C=C(C1N)[N+](=O)[O-] methyl 3,4-diamino-5-nitrobenzoate